CN(S(=O)(=O)C1=CC=C(C(=O)Cl)C=C1)C 4-(N,N-dimethylsulfamoyl)benzoyl chloride